2-(3,5-dichlorophenyl)-4-(acetoxy)-5-amino-3(2H)-furanone ClC=1C=C(C=C(C1)Cl)C1OC(=C(C1=O)OC(C)=O)N